COCC(C(=O)NC(C)C=1C=C2CC(NC2=CC1)=O)SC1=NC(NC=C1C)=O 3-methoxy-2-[(5-methyl-2-oxo-1H-pyrimidin-4-yl)sulfanyl]-N-[1-(2-oxoindolin-5-yl)ethyl]propanamide